5-bromo-2-fluoro-4-(methoxymethoxy)benzaldehyde BrC=1C(=CC(=C(C=O)C1)F)OCOC